ClC1=C(C=CC(=C1)Cl)C1(OCC(O1)CCC)CN1N=CN=C1 1-[[2-(2,4-di-chlorophenyl)-4-propyl-1,3-dioxolan-2-yl]methyl]-1H-1,2,4-triazole